8-bromo-3,4-dihydro-2H-benzo[b][1,4]Thiazine BrC1=CC=CC2=C1SCCN2